COC=1C=C(C=CC1)N(CCNC(C)=O)C1=CC=NC=C1 N-{2-[(3-Methoxyphenyl)(pyridine-4-yl)amino]ethyl}acetamide